tert-Butyl (6-(3-(imino(5-isopropoxypyridin-2-yl)methyl)thioureido) methylpyridin-3-yl)(methyl)carbamate N=C(NC(NCC1=CC=C(C=N1)N(C(OC(C)(C)C)=O)C)=S)C1=NC=C(C=C1)OC(C)C